(3S,4R)-4-[4-[4-(dimethoxymethyl)-1-piperidyl]phenyl]-3-phenyl-isochroman-7-ol COC(C1CCN(CC1)C1=CC=C(C=C1)[C@H]1[C@H](OCC2=CC(=CC=C12)O)C1=CC=CC=C1)OC